4,5,6,7-tetrahydro-1H-benzotriazole N1N=NC2=C1CCCC2